(2,3-dihydro-1H-inden-1-yl)methanone C1(CCC2=CC=CC=C12)C=O